C(C)NC(=S)NC=1C=NC2=CC=CC=C2C1 1-ethyl-3-quinolin-3-ylthiourea